2-(4-bromo-2-methyl-pyrazol-3-yl)-7-methoxy-benzothiophene-3-carbonitrile BrC1=C(N(N=C1)C)C=1SC2=C(C1C#N)C=CC=C2OC